methyl 2-(cyclohex-3-en-1-yl)cyclopropane-1-carboxylate C1(CC=CCC1)C1C(C1)C(=O)OC